FC(OC1=NC=CC(=C1)[Mg]Cl)F [2-(difluoromethoxy)pyridin-4-yl]Magnesium chloride